C1(=C(C=CC=C1)C1=CC=2OC=3C=CC=C4OC=5C=C(C=CC5B(C34)C2C=C1)C1=C(C=CC=C1)C)C 3,11-di-o-tolyl-5,9-dioxa-13b-bora-naphtho[3,2,1-de]anthracene